N[C@@H](CC(=O)O)CC1=CC2=CC=CC=C2C=C1 (R)-β-amino-4-(2-naphthyl)-butyric acid